(4-(anthracen-9-yl)-2-methyl-1,5,6,7-tetrahydro-s-indacen-1-yl)dimethyl(2,3,4,5-tetramethylcyclopenta-2,4-dien-1-yl)silane zirconium dichloride [Cl-].[Cl-].[Zr+2].C1=CC=CC2=CC3=CC=CC=C3C(=C12)C1=C2C=C(C(C2=CC=2CCCC12)[Si](C1C(=C(C(=C1C)C)C)C)(C)C)C